ClC1=C(C=CC(=C1C(=O)N)OC1=CC=C(C=C1)F)C1=CC=CC=C1 chloro-4-(4-fluorophenoxy)-[1,1'-biphenyl]-3-carboxamide